C1(CCC1)N1N=CC(=C1)C(C)=O 1-(1-cyclobutyl-1H-pyrazol-4-yl)ethan-1-one